C(CC)N1C=NC2=C1C1=C(OC2=O)C=CC=C1 1-propyl-[1]benzopyrano[3,4-d]imidazol-4(1H)-one